3-methyl-1-ethylquinoxalin CC=1CN(C2=CC=CC=C2N1)CC